tert-butyl (R)-(1-(2-(1-(cyclopropylmethyl)-7-hydroxy-1H-indol-2-yl)-1-methyl-5-oxo-1,5,7,8-tetrahydro-6H-imidazo[4,5-g]isoquinolin-6-yl)propan-2-yl)(methyl)carbamate C1(CC1)CN1C(=CC2=CC=CC(=C12)O)C1=NC=2C(=CC=3CCN(C(C3C2)=O)C[C@@H](C)N(C(OC(C)(C)C)=O)C)N1C